ClC1=C(C=CC(=C1)Cl)\C=1\CCCC2=C(/C1/C1=CC=C(C=C1)C(=NOC)C1CN(C1)CCCF)C=CC=C2 (E)-8-(2,4-Dichlorophenyl)-9-(4-((1-(3-fluoropropyl)azetidin-3-yl)(methoxyimino)methyl)phenyl)-6,7-dihydro-5H-benzo[7]annulen